FC1=CC=CC=2N1N=CC2 7-fluoropyrazolo[1,5-a]pyridin